(2R)-3-methoxy-2-(4-methylpiperazin-1-yl)-N-[3-(1-{[2-(trimethylsilyl)ethoxy]methyl}pyrazol-4-yl)-1H-indol-7-yl]propanamide lead vanadium-titanium [Ti].[V].[Pb].COC[C@H](C(=O)NC=1C=CC=C2C(=CNC12)C=1C=NN(C1)COCC[Si](C)(C)C)N1CCN(CC1)C